4-[2-cyclopropyl-6-[4-cyclopropyl-2-[[(3S)-3-methylpiperidin-1-yl]methyl]-7-oxo-1H-pyrrolo[2,3-c]pyridin-6-yl]pyridin-4-yl]-3-(3-methylpyridin-2-yl)benzonitrile C1(CC1)C1=NC(=CC(=C1)C1=C(C=C(C#N)C=C1)C1=NC=CC=C1C)N1C(C2=C(C(=C1)C1CC1)C=C(N2)CN2C[C@H](CCC2)C)=O